nickel-lanthanum-oxide [O-2].[La+3].[Ni+2]